FC(OC1=CC=CC=2C(N([C@H]3C=4N([C@@H](C21)C3)C3=C(N4)C=CC(=C3)C#CC=3C=NC(=NC3)C(C)(C)O)C([2H])([2H])[2H])=O)F (7R,14R)-1-(difluoromethoxy)-11-((2-(2-hydroxypropan-2-yl)pyrimidin-5-yl)ethynyl)-6-(methyl-d3)-6,7-dihydro-7,14-methanobenzo[f]benzo[4,5]imidazo[1,2-a][1,4]diazocin-5(14H)-one